ClC1=CC=C2CCN(C2=C1)S(=O)(=O)C1=C2C(=CN=CC2=CC=C1)C 5-(6-chloroindolin-1-yl)sulfonyl-4-methyl-isoquinoline